3-methyloxetane-3-carbaldehyde CC1(COC1)C=O